7-((2R,3R,4S,5S)-5-fluoro-3,4-dihydroxy-5-(hydroxymethyl)tetrahydrofuran-2-yl)-7H-pyrrolo[2,3-d]pyrimidine-5-carboxamide F[C@]1([C@H]([C@H]([C@@H](O1)N1C=C(C2=C1N=CN=C2)C(=O)N)O)O)CO